Palmitic acid propyl ester C(CC)OC(CCCCCCCCCCCCCCC)=O